(5-(trifluoromethyl)pyrimidin-2-yl)-1,2,3,6-tetrahydropyridine-4-carboxamide FC(C=1C=NC(=NC1)N1CCC(=CC1)C(=O)N)(F)F